7-(4-(dimethylamino)benzamido)benzo[d][1,3]dioxol CN(C1=CC=C(C(=O)NC2=CC=CC3=C2OCO3)C=C1)C